(4-bromo-3-fluorophenyl)-3-methoxypropanoic acid BrC1=C(C=C(C=C1)C(C(=O)O)COC)F